C(C(C)C)S(=O)(=O)C1=C(OC2=C(C=C(C=C2)C2=NOC(=N2)CN2C(N(C3(C2=O)CCN(CC3)C3CN(CC3)C)CCN3CCOCC3)=O)C(F)(F)F)C=CC=C1 3-((3-(4-(2-(isobutyl-sulfonyl)phenoxy)-3-(trifluoromethyl)phenyl)-1,2,4-oxadiazol-5-yl)methyl)-8-(1-methylpyrrolidin-3-yl)-1-(2-morpholinoethyl)-1,3,8-triazaspiro[4.5]decane-2,4-dione